C[C@@H](CC=C)N(S(N)(=O)=O)[C@H]1OCCC1 N-((S)-PENT-4-EN-2-YL)-N-((S)-TETRAHYDROFURAN-2-YL)SULFURIC DIAMIDE